NC(CO)COCC1=CC=CC=C1 2-amino-3-(benzyloxy)propan-1-ol